CC1=C2[C@@H]([C@@H]3[C@@H]([C@H](C1)O)C(=C)C(=O)O3)C(=CC2=O)COC(=O)C(=O)O The molecule is a sesquiterpene lactone obtained by formal condensation of one of the carboxy groups of oxalic acid with the 15-hydroxy group of lactucin. Found in chicory. It has a role as a plant metabolite. It is an azulenofuran, a cyclic terpene ketone, an enone, an oxo monocarboxylic acid, a sesquiterpene lactone and a secondary alcohol. It derives from an oxalic acid and a lactucin.